N-(2,4-dimethoxybenzyl)-9-fluoro-7-methoxy-2-vinyl-[1,2,4]triazolo[1,5-c]quinazolin-5-amine COC1=C(CNC2=NC=3C(=CC(=CC3C=3N2N=C(N3)C=C)F)OC)C=CC(=C1)OC